CNC(CC)N N-methylpropanediamine